FC1=C(C(=C(C=C1)N=C=O)F)F 1,2,3-trifluoro-4-isocyanatobenzene